2,2,2-trifluoroethyl 2-oxo-2-[(2R,5S)-5-methyl-2-tetrahydropyran-3-yl-1-piperidyl]acetate O=C(C(=O)OCC(F)(F)F)N1[C@H](CC[C@@H](C1)C)C1COCCC1